N'-(4-chloro-2-cyanobenzyl)-N-methylacetohydrazide ClC1=CC(=C(CNN(C(C)=O)C)C=C1)C#N